C(C)(C)(C)OCCN(CCC(C(=O)O)NC(=O)C=1N(N=CC1Cl)C)CCCCC1=NC=2NCCCC2C=C1 4-[2-tert-butoxyethyl-[4-(5,6,7,8-tetrahydro-1,8-naphthyridin-2-yl)butyl]amino]-2-[(4-chloro-2-methyl-pyrazole-3-carbonyl)amino]butanoic acid